6-oxo-1,6-dihydropyrimidine-4-carboxylic acid ethyl ester C(C)OC(=O)C=1N=CNC(C1)=O